4-(7-phenyl-4-(pyridin-2-ylmethyl)-6,7-dihydro-5H-pyrrolo[2,3-d]pyrimidin-2-yl)morpholine C1(=CC=CC=C1)N1CCC2=C1N=C(N=C2CC2=NC=CC=C2)N2CCOCC2